ClC1=NC(=CC=C1)NN 2-chloro-6-hydrazinopyridine